C(C)(C)(C)NS(=O)(=O)C1=CC=C(S1)C(C1CC1)NC(OC(C)(C)C)=O tert-butyl ((5-(N-(tert-butyl)sulfamoyl)thiophen-2-yl)(cyclopropyl)methyl)carbamate